tert-butyl (5-(2-(2,6-dioxopiperidin-3-yl)-1-oxoisoindolin-4-yl)pent-4-yn-1-yl)carbamate O=C1NC(CCC1N1C(C2=CC=CC(=C2C1)C#CCCCNC(OC(C)(C)C)=O)=O)=O